C(CCC)OC(=O)N1C=NC(=C1)N(C(C)C)C1=NC(=C(N=C1)C1=CC=CC=C1)C1=CC=CC=C1 4-((5,6-diphenylpyrazin-2-yl)(isopropyl)amino)1H-imidazole-1-carboxylic acid butyl ester